CCCCCCCCCCCCCCCCC[C@H]([C@H](COP(=O)(O)O)N)O The molecule is the phosphosphingolipid that is the phosphate ester of C20 sphinganine. It derives from a C20 sphinganine. It is a conjugate acid of a C20 sphinganine 1-phosphate(1-).